methyl 2-((1-(2-(3,3-dimethylpiperidin-1-yl)-3,6-dimethyl-4-oxo-3,4-dihydroquinazolin-8-yl)ethyl)amino)benzoate CC1(CN(CCC1)C1=NC2=C(C=C(C=C2C(N1C)=O)C)C(C)NC1=C(C(=O)OC)C=CC=C1)C